C(CCCC)(=O)O[C@H]1CC[C@@H]2[C@@]1(CC[C@@H]1[C@]3(CCC=4N=C(SC4C3=CC[C@@H]21)NCC=C)C)C (5aR,5bS,7aS,8S,10aS,10bR)-2-(allylamino)-5a,7a-dimethyl-5,5a,5b,6,7,7a,8,9,10,10a,10b,11-dodecahydro-4H-cyclopenta[7,8]phenanthro[2,1-d]thiazol-8-yl pentanoate